1,3-dimethylimidazolidinium C[NH+]1CN(CC1)C